C(=O)[O-] formoat